(R)-2-methyl-5-(3-((triisopropylsilyl)oxy)prop-1-en-2-yl)cyclohex-2-en-1-one CC=1C(C[C@@H](CC1)C(=C)CO[Si](C(C)C)(C(C)C)C(C)C)=O